ethyl 2-(diethoxyphosphino)-2-methoxyacetate C(C)OP(C(C(=O)OCC)OC)OCC